C1(CC1)CCNC(=O)N1C=NC(=C1)C=1N=C(OC1)C N-(2-Cyclopropylethyl)-4-(2-methyloxazol-4-yl)-1H-imidazole-1-carboxamide